ClC=1C=C(C=CC1OCC1=NC=CN=C1)C1[C@@](N(CCN1C(=O)C=C)C(=O)O)(C)C=1C=C2C=NC=NC2=CC1OC.OCCN1C(C=2C(C1=O)=CC=CC2)=O N-(2-Hydroxyethyl)phthalimide (3-chloro-4-(pyrazin-2-ylmethoxy)phenyl)-7-methoxyquinazolin-6-yl-(R)-4-acryl-2-methylpiperazine-1-carboxylate